S1C=NC2=C1C=CC(=C2)C2=NC(=C1C(=N2)N(N=C1)C1=CC(=CC(=C1)F)F)NC(=O)C=1SC(=CC1)[N+](=O)[O-] N-(6-(benzo[d]thiazol-5-yl)-1-(3,5-difluorophenyl)-1H-pyrazolo[3,4-d]pyrimidin-4-yl)-5-nitrothiophene-2-carboxamide